BrC1=C(C(=CC(=C1)OC)C(C)(C)C)O 2-Bromo-4-methoxy-6-tert-butylphenol